CC=1C=C2C(=C(C=NC2=CC1)C#N)N1CCC(CC1)CCS(=O)(=N)C 6-methyl-4-(4-(2-(S-methylsulfonimidoyl)ethyl)piperidin-1-yl)quinoline-3-carbonitrile